CC1(OC2=CC=CC=C2[C@H](C1)NC(=O)[C@H]1[C@@H](C1)C(CCOC)N1C(N[C@@](CC1=O)(C)CC)=[NH2+])C [(4S)-1-[1-[(1R,2R)-2-[[(4S)-2,2-dimethylchroman-4-yl]carbamoyl]cyclopropyl]-3-methoxy-propyl]-4-ethyl-4-methyl-6-oxo-hexahydropyrimidin-2-ylidene]ammonium